N-(2-Butoxyquinolin-6-yl)acrylamide C(CCC)OC1=NC2=CC=C(C=C2C=C1)NC(C=C)=O